7-dimethylaminocoumarine-3-aldehyde CN(C1=CC=C2C=C(C(OC2=C1)=O)C=O)C